N-(R)-4-aza-1-indanyl{2-[3-isopropyl-6-(5-methyl-1,3,4-oxadiazol-2-yl)-5-{2-(3-oxabicyclo[3.1.0]hex-6-yl)ethyl}-1,1-dioxo-1λ6-thia-4-aza-7-indanyl]-1-thia-6-aza-7-indenyl}amine C1(CCC2=NC=CC=C12)NC=1N=CC=C2C=C(SC12)C=1C(=C(N=C2C(CS(C12)(=O)=O)C(C)C)CCC1C2COCC12)C=1OC(=NN1)C